C=CC=C(CC)B1OC(C)(C)C(C)(C)O1 4-hexadienylboronic acid pinacol ester